2-(4-aminobut-1-yn-1-yl)-5-(3-aminopropanamido)benzoic acid NCCC#CC1=C(C(=O)O)C=C(C=C1)NC(CCN)=O